C1(CC1)C(C(C(F)(F)F)(F)F)NC(=O)C1=CN(C2=NC(=C(C=C2C1=O)F)N1CC2(COC2)C1)C1=C(C=C(C=C1F)F)F N-[1-cyclopropyl-2,2,3,3,3-pentafluoropropyl]-6-fluoro-7-(2-oxa-6-azaspiro[3.3]hept-6-yl)-4-oxo-1-(2,4,6-trifluorophenyl)-1,4-dihydro-1,8-naphthyridine-3-carboxamide